BrC=1C=C(C=C(C1)F)[C@H](CC=C)N[S@](=O)C(C)(C)C (R)-N-[(1S)-1-(3-bromo-5-fluorophenyl)but-3-en-1-yl]-2-methylpropan-2-sulfinamide